ClC1=CC=C2C(=N1)N(C(=C2)C2=C(C=CC=C2)C)C(=O)OC(C)(C)C tert-butyl 6-chloro-2-(o-tolyl)-1H-pyrrolo[2,3-b]pyridine-1-carboxylate